2-((2-hexyloxy)benzyloxy)-N-(pyridin-3-yl)benzamide CC(CCCC)OC(C1=CC=CC=C1)OC1=C(C(=O)NC=2C=NC=CC2)C=CC=C1